(E)-3-hydroxy-N-(4-(4-hydroxy-2-methylbut-2-enamido)butyl)-4-methoxybenzamide OC=1C=C(C(=O)NCCCCNC(\C(=C\CO)\C)=O)C=CC1OC